O=S1(CC(=CC1)C1=CC=C(C=C1)[C@@H]1[C@H]([C@@H](CCC1)C(NC1=C(C=C(C=C1)C(F)(F)F)F)=O)C(=O)O)=O (1R,2S,6R)-2-(4-(1,1-dioxido-2,5-dihydrothiophen-3-yl)phenyl)-6-((2-fluoro-4-(trifluoromethyl)phenyl)carbamoyl)cyclohexane-1-carboxylic acid